diethyl-2,3-pyridinedicarboxylic acid C(C)C=1C(=C(C(=NC1)C(=O)O)C(=O)O)CC